O1CCC(CC1)NC1=C(C(=O)N)C=CC=C1 (tetrahydro-2H-pyran-4-yl-amino)benzamide